methyl 2-cyano-4-(4-(hydroxymethyl) piperidin-1-yl)benzoate C(#N)C1=C(C(=O)OC)C=CC(=C1)N1CCC(CC1)CO